1-(4-fluorophenyl)-2-{4-[(methylamino)methyl]piperidin-1-yl}ethanone hydrochloride Cl.FC1=CC=C(C=C1)C(CN1CCC(CC1)CNC)=O